COC(=O)C1CC(CCCC1)OC=1C=CC(=NC1C)C=1N=NN(C1C(=O)O)C 4-(5-((3-(methoxycarbonyl)cycloheptyl)oxy)-6-methylpyridin-2-yl)-1-methyl-1H-1,2,3-triazole-5-carboxylic Acid